4-(2-(2-(4-Nitrophenoxy)ethoxy)ethyl)-3,4-dihydro-2H-benzo[b][1,4]oxazine [N+](=O)([O-])C1=CC=C(OCCOCCN2C3=C(OCC2)C=CC=C3)C=C1